((R)-3-(4-Fluorophenyl)pyrrolidin-1-yl)(4-((R)-2-hydroxy-3-(1H-imidazol-1-yl)propoxy)phenyl)methanon FC1=CC=C(C=C1)[C@@H]1CN(CC1)C(=O)C1=CC=C(C=C1)OC[C@@H](CN1C=NC=C1)O